C(CCCCCCCCCCCCC)(=O)N.C(CCCCCCCCCCCCC)(=O)N.C(CCCCCCCCCCCCC)(=O)N trimyristic acid amide